FC1(CC(C1)(C)CN1N=C(C(=C1C(=O)O)C(F)(F)F)C1CC2(CC2)C1)F 1-((3,3-difluoro-1-methylcyclobutyl)methyl)-3-(spiro[2.3]hexan-5-yl)-4-(trifluoromethyl)-1H-pyrazole-5-carboxylic acid